tert-butyl 3-(3-(hydroxyamino)-3-oxopropyl)azetidine-1-carboxylate ONC(CCC1CN(C1)C(=O)OC(C)(C)C)=O